FC1(CN(CCC1)C1=NC2=C(C=C(C=C2C(N1C)=O)C)C(C)NC1=C(C(=O)OC)C=CC=C1)F methyl 2-((1-(2-(3,3-difluoropiperidin-1-yl)-3,6-dimethyl-4-oxo-3,4-dihydroquinazolin-8-yl)ethyl)amino)benzoate